FC1=CC=C2C(=C(C(N(C2=C1)C)=O)C#N)N1CCC(CC1)OC1=CC=C(C=C1)OC(F)(F)F 7-fluoro-1-methyl-2-oxo-4-{4-[4-(trifluoromethoxy)phenoxy]piperidin-1-yl}-1,2-dihydroquinoline-3-carbonitrile